FC(C1=CC=NN1CC1CC2(CN(C2)C(=O)OC(C)(C)C)C1)(F)F tert-butyl 6-[[5-(trifluoromethyl) pyrazol-1-yl] methyl]-2-azaspiro[3.3]heptane-2-carboxylate